COC([C@@H](NC(=O)OCC1=CC=CC=C1)[C@H](OC1(CCC1)C)C)=O N-((benzyloxy)carbonyl)-O-(1-methylcyclobutyl)-L-threonine methyl ester